NC1(CCCC(C1)CC)C1=CC=CC=C1 2-amino-4-ethyl-2-phenylcyclohexane